3-ethyl-3-((2-ethylhexyl-oxy)methyl)oxetane C(C)C1(COC1)COCC(CCCC)CC